2-(4-bromophenyl)propan-2-amine hydrochloride Cl.BrC1=CC=C(C=C1)C(C)(C)N